5-(2-chloro-5-fluorophenyl)-6-ethylpyridin-2-amine ClC1=C(C=C(C=C1)F)C=1C=CC(=NC1CC)N